OCC1=CC=C(C=C1)C(NC(=O)C=1C(NC(=CC1)C(F)(F)F)=O)C1=CC=CC=C1 N-((4-(hydroxymethyl)phenyl)(phenyl)methyl)-2-oxo-6-(trifluoromethyl)-1,2-dihydropyridine-3-carboxamide